(rac)-(2s,4s)-2-(1-(o-Tolyl)-3-azabicyclo[3.1.0]hexane-3-carbonyl)-7-oxa-5-azaspiro[3.4]octan C1(=C(C=CC=C1)C12CN(CC2C1)C(=O)C1CC2(C1)NCOC2)C